2-[6-bromo-4-(difluoromethyl)-7-methyl-indazol-2-yl]-2-spiro[6,7-dihydropyrrolo[1,2-C]imidazole-5,1'-cyclopropane]-1-yl-acetic acid ethyl ester C(C)OC(C(C1=C2N(C=N1)C1(CC1)CC2)N2N=C1C(=C(C=C(C1=C2)C(F)F)Br)C)=O